3-Benzothiophenemethanol S1C(=CC2=C1C=CC=C2)CO